5-(4-hydroxy-2'-oxospiro[cyclohexane-1,3'-indoline]-6'-yl)-2-methylbenzamide OC1CCC2(C(NC3=CC(=CC=C23)C=2C=CC(=C(C(=O)N)C2)C)=O)CC1